C12(CC(C1)C2)NS(=O)(=O)C2=CC(=C(C=C2)NC([C@H](CC2=CC=CC=C2)NC(=O)C2=NC=C(C=C2)F)=O)C (S)-N-(1-(4-(N-bicyclo[1.1.1]pent-1-ylsulfamoyl)-2-methylphenylamino)-1-oxo-3-phenylprop-2-yl)-5-fluoropyridinamide